OP(O)(=O)OP(=O)(O)O.C(C(O)CO)(=O)O glyceric acid diphosphate